FC(C1=CC=C(C=C1)C1=NC2=CC=CC=C2C(=N1)N1CC(CC1)N)(F)F 1-(2-(4-(trifluoromethyl)phenyl)quinazolin-4-yl)pyrrolidin-3-amine